2-chloro-4-((4-(1-methyl-4-(trifluoromethyl)-1H-imidazol-2-yl)benzyl)oxy)pteridin-6(5H)-one ClC1=NC=2N=CC(NC2C(=N1)OCC1=CC=C(C=C1)C=1N(C=C(N1)C(F)(F)F)C)=O